2-(2-chloro-4-formylphenyl)acetonitrile ClC1=C(C=CC(=C1)C=O)CC#N